C(C)OC(=O)C=1C2=C(N(C1C)S(=O)(=O)C1=CC=C(C)C=C1)C(CC2(C)C)=O.[N+](=O)([O-])C2=C(C(=O)N)C=C(C=C2)OCC2=CC=C(C=C2)Br 2-nitro-5-(4-bromo-benzyloxy)benzamide ethyl-2,4,4-trimethyl-6-oxo-1-tosyl-1,4,5,6-tetrahydrocyclopenta[b]pyrrole-3-carboxylate